6-(isopropylamino)pyrazolo[1,5-a]pyridine-3-carbonitrile C(C)(C)NC=1C=CC=2N(C1)N=CC2C#N